5-cyclopropyl-2-fluoropyrimidine C1(CC1)C=1C=NC(=NC1)F